3,4-dicarboxyphenylsulfone C(=O)(O)C=1C=C(C=CC1C(=O)O)S(=O)(=O)C1=CC(=C(C=C1)C(=O)O)C(=O)O